(6-(trifluoromethoxy)pyridin-3-yl)methylamine FC(OC1=CC=C(C=N1)CN)(F)F